4-formyl-5-methoxy-6-methyl-1,3-phenylenedi(4-methylbenzenesulfonate) C(=O)C1=C(C=C(C(=C1OC)C)C1=C(C=CC(=C1)C)S(=O)(=O)[O-])C1=C(C=CC(=C1)C)S(=O)(=O)[O-]